(rac)-2'-[6-amino-5-(trifluoromethyl)pyridin-3-yl]-N-[1-(2-fluorophenyl)cyclobutyl]-5',6'-dihydrospiro[pyrrolidine-3,4'-pyrrolo[1,2-b]pyrazole]-1-carboxamide NC1=C(C=C(C=N1)C=1C=C2N(N1)CC[C@]21CN(CC1)C(=O)NC1(CCC1)C1=C(C=CC=C1)F)C(F)(F)F |r|